3-(6-(1-((tert-butyldimethylsilyl)oxy)but-3-en-1-yl)-4-methylpyridin-3-yl)-1,6-naphthyridin-7-amine [Si](C)(C)(C(C)(C)C)OC(CC=C)C1=CC(=C(C=N1)C=1C=NC2=CC(=NC=C2C1)N)C